2-Chloro-N-((1S,2S)-2-methylcyclopropyl)thieno[2,3-d]thiazole-5-carboxamide ClC=1SC2=C(N1)SC(=C2)C(=O)N[C@@H]2[C@H](C2)C